1,2-anthraquinone C1(C(C=CC2=CC3=CC=CC=C3C=C12)=O)=O